COC(=O)N1C(CC(CC1)CBr)C1C2=CC=CC=C2C=2C=CC=CC12 (9H-fluoren-9-yl)4-(bromomethyl)piperidine-1-carboxylic acid methyl ester